7-bromo-1-methyl-2,3-dihydro-1H-indene BrC=1C=CC=C2CCC(C12)C